2,7-dimethyl-4H-benzo[d][1,3]oxazine CC=1OCC2=C(N1)C=C(C=C2)C